4-(3,5-difluorobenzyl)-1H-pyrazole hydrochloride Cl.FC=1C=C(CC=2C=NNC2)C=C(C1)F